7-hydroxy-3-phenyl-2H-chromen-2-one OC1=CC=C2C=C(C(OC2=C1)=O)C1=CC=CC=C1